1-[3-({8-methoxy-4-phenyl-1H,2H,3H-cyclopenta[c]quinolin-7-yl}oxy)propyl]pyrrolidine formate C(=O)O.COC1=CC=2C3=C(C(=NC2C=C1OCCCN1CCCC1)C1=CC=CC=C1)CCC3